O=C(CC1(CCCCC1)CNC(OC(C)(C)C)=O)NC=1SC2=C(N1)C=CC(=C2)OC(F)(F)F tert-butyl ((1-(2-oxo-2-((6-(trifluoromethoxy)benzo[d]thiazol-2-yl)amino) ethyl)cyclohexyl)methyl)carbamate